((2S,6R)-6-(6-(((R)-1-cyanopropan-2-yl)oxy)-2-isobutyramido-9H-purin-9-yl)-4-tritylmorpholin-2-yl)methyl (S)-dimethylphosphoramidochloridate CN([P@@](OC[C@@H]1CN(C[C@@H](O1)N1C2=NC(=NC(=C2N=C1)O[C@@H](CC#N)C)NC(C(C)C)=O)C(C1=CC=CC=C1)(C1=CC=CC=C1)C1=CC=CC=C1)(=O)Cl)C